ClC=1C=CC(=C(C1)C=1N=CN(C(C1)=O)[C@H]1CCC[C@H](C(NC=2C=NN(C2C=2C=CN=C1C2)C)=O)C)C=2C=NNC2 (9R,13S)-13-{4-[5-chloro-2-(1H-pyrazol-4-yl)phenyl]-6-oxo-1,6-dihydropyrimidin-1-yl}-3,9-dimethyl-3,4,7,15-tetraazatricyclo[12.3.1.02,6]octadeca-1(18),2(6),4,14,16-pentaen-8-one